methyl (S)-2-((4-(2-hydroxyphenyl)-6-oxo-3,6-dihydropyridin-1(2H)-yl) methyl)-1-(oxetan-2-ylmethyl)-1H-benzo[d]imidazole-6-carboxylate OC1=C(C=CC=C1)C=1CCN(C(C1)=O)CC1=NC2=C(N1C[C@H]1OCC1)C=C(C=C2)C(=O)OC